(2S)-1-{2-[1-(2,2-difluoroethyl)-4-methylpyrazol-3-ylsulfonyl]-4H,6H-pyrrolo[3,4-c]pyrazol-5-yl}-3-hydroxy-2-phenylpropan-1-one FC(CN1N=C(C(=C1)C)S(=O)(=O)N1N=C2C(=C1)CN(C2)C([C@H](CO)C2=CC=CC=C2)=O)F